(phenylpyridineyl)dimethyltriazine C1(=CC=CC=C1)C=1C(=NC=CC1)C=1C(=NN=NC1C)C